[(5R)-3-(4-Bromo-3,5-difluoro-phenyl)-4,5-dihydroisoxazol-5-yl]methyl methanesulfonate CS(=O)(=O)OC[C@H]1CC(=NO1)C1=CC(=C(C(=C1)F)Br)F